(rac)-2-(4-methoxyphenyl)-3-methyl-5-(3,4-dimethoxyphenyl)imidazolium COC1=CC=C(C=C1)C=1NC(=C[N+]1C)C1=CC(=C(C=C1)OC)OC